N-{[3-(4-{[(3S,4R)-3-fluoro-1-methylpiperidin-4-yl]amino}-1-(2,2,2-trifluoroethyl)-1H-indol-2-yl)-1,2,4-oxadiazol-5-yl]methyl}-5-(propan-2-yl)furan-3-carboxamide F[C@H]1CN(CC[C@H]1NC1=C2C=C(N(C2=CC=C1)CC(F)(F)F)C1=NOC(=N1)CNC(=O)C1=COC(=C1)C(C)C)C